Cl[Si](C)(CCl)Cl dichloro(chloromethyl)-methylsilane